5-bromo-2-chloro-N-(2-(methylthio)phenyl)pyrimidin-4-amine BrC=1C(=NC(=NC1)Cl)NC1=C(C=CC=C1)SC